5-oxo-3-[4-(trifluoromethyl)phenyl]-4H-1,2,4-triazine-6-carboxylic acid O=C1NC(=NN=C1C(=O)O)C1=CC=C(C=C1)C(F)(F)F